3-(tert-butyl)-N-(1-(2-chloro-4-(2-(cyclopropanecarboxamido)pyridin-4-yl)phenyl)ethyl)-1,2,4-oxadiazole-5-carboxamide C(C)(C)(C)C1=NOC(=N1)C(=O)NC(C)C1=C(C=C(C=C1)C1=CC(=NC=C1)NC(=O)C1CC1)Cl